C1(CC(C(CC1)C(C)C)OC(C(C)(O)C)O)C menthyloxy-2-methyl-1,2-dihydroxypropane